5-chloro-2-fluoro-N-1,3-thiazol-2-ylbenzenesulfonamide ClC=1C=CC(=C(C1)S(=O)(=O)NC=1SC=CN1)F